C(=CCCCCCCCCCCCCCCCCCC)O icosenyl alcohol